CB1OC([C@@H]2N1CCC2)(C2=CC=CC=C2)C2=CC=CC=C2 (R)-1-methyl-3,3-diphenylhexahydropyrrolo[1,2-c][1,3,2]oxazaborole